1-(4-Bromo-6-fluoro-1H-benzoimidazol-2-yl)-1H-pyrazole BrC1=CC(=CC=2NC(=NC21)N2N=CC=C2)F